ClC1=C2C3=C(N=CN=C3C=C1C=1C=CC=C3C=NN(C13)C)N1[C@H](CO2)CN(CC1)C(C=C)=O 1-[(8aS)-6-Chloro-5-(1-methyl-1H-indazol-7-yl)-8a,9,11,12-tetrahydropyrazino[2',1':3,4][1,4]oxazepino[5,6,7-de]quinazolin-10(8H)-yl]prop-2-en-1-one